BrCCF 1-Bromo-2-fluoroethan